methyl (R)-6-(2-(2,5-difluorophenyl) pyrrolidin-1-yl)-1,5-naphthyridine-4-carboxylate FC1=C(C=C(C=C1)F)[C@@H]1N(CCC1)C=1N=C2C(=CC=NC2=CC1)C(=O)OC